C[Si](CCOCN1N=CC=2C1=NC=CC2B2OC(C(O2)(C)C)(C)C)(C)C trimethyl-[2-[[4-(4,4,5,5-tetramethyl-1,3,2-dioxaborolan-2-yl)pyrazolo[3,4-b]pyridin-1-yl]methoxy]ethyl]silane